(1-((6-methoxypyridin-3-yl)methyl)azetidin-3-yl(ethynyl))-6-(1-methyl-1H-pyrazol-4-yl)pyrazolo[1,5-a]pyridine-3-carbonitrile COC1=CC=C(C=N1)CN1CC(C1)C#CC1=NN2C(C=CC(=C2)C=2C=NN(C2)C)=C1C#N